(3R)-3-methyl-4-[7-(1-methyl-1H-pyrazol-5-yl)-3-[1-(tetrahydropyran-2-yl)-1H-pyrazol-5-yl]-[1,2]Thiazolo[4,5-b]Pyridin-5-yl]Morpholine C[C@H]1N(CCOC1)C1=CC(=C2C(=N1)C(=NS2)C2=CC=NN2C2OCCCC2)C2=CC=NN2C